ClC=1C=C2C(=CC(=NC2=CC1)C(F)(F)F)NCC1(CN(C1)S(=O)(=O)N)C1=CC=C2C=NN(C2=C1)C 3-(((6-chloro-2-(trifluoromethyl)quinolin-4-yl)amino)methyl)-3-(1-methyl-1H-indazol-6-yl)azetidine-1-sulfonamide